4-(2-(pyridin-4-yloxy)ethyl)-9-(thiophen-3-ylsulfonyl)-1-oxa-9-azaspiro[5.5]undecane N1=CC=C(C=C1)OCCC1CCOC2(C1)CCN(CC2)S(=O)(=O)C2=CSC=C2